COC1=C(C=C2C(=NC=NC2=C1)NC1=C(C=CC(=C1)C=1C=NC=2N(C1)N=CC2)OC)OC2CN(C2)C(C=C)=O 1-(3-((7-methoxy-4-((2-methoxy-5-(pyrazolo[1,5-a]pyrimidin-6-yl)phenyl)amino)quinazolin-6-yl)oxy)azetidin-1-yl)prop-2-en-1-one